(S)-2-(8-(3-(2-hydroxypropan-2-yl)pyrrolidin-1-yl)pyrido[2,3-d]pyridazin-5-yl)-5-(trifluoromethyl)phenol OC(C)(C)[C@@H]1CN(CC1)C=1N=NC(=C2C1N=CC=C2)C2=C(C=C(C=C2)C(F)(F)F)O